7-(4-(1H-pyrazol-1-yl)benzyl)-2,3-dihydrofuro[3,2-b]pyridine-5-carboxylic acid methyl ester COC(=O)C1=CC(=C2C(=N1)CCO2)CC2=CC=C(C=C2)N2N=CC=C2